N-(9-((2R,3R,4R,5R)-4-hydroxy-5-(hydroxymethyl)-3-methoxytetrahydrofuran-2-yl)-9H-purin-6-yl)benzamide O[C@H]1[C@H]([C@@H](O[C@@H]1CO)N1C2=NC=NC(=C2N=C1)NC(C1=CC=CC=C1)=O)OC